4,6-dimethoxyisoquinolin COC1=CN=CC2=CC=C(C=C12)OC